methyl m-(2-bromoacetyl)benzoate BrCC(=O)C=1C=C(C(=O)OC)C=CC1